(1R,2S)-1-(5-chloropyrimidin-2-yl)-N-(5-((1s,3S)-3-cyanocyclobutyl)-4-(4,6-dimethoxypyrimidin-5-yl)-4H-1,2,4-triazol-3-yl)-1-methoxypropane-2-sulfonamide ClC=1C=NC(=NC1)[C@H]([C@H](C)S(=O)(=O)NC1=NN=C(N1C=1C(=NC=NC1OC)OC)C1CC(C1)C#N)OC